4-[2-[2-(1-Methyl-4-phenyl-imidazol-2-yl)ethynyl]-7-(oxetan-3-yl)-6,8-dihydro-5H-pyrido[3,4-d]pyrimidin-4-yl]morpholine CN1C(=NC(=C1)C1=CC=CC=C1)C#CC=1N=C(C2=C(N1)CN(CC2)C2COC2)N2CCOCC2